8-Bromo-7-methyl-2-(trifluoromethyl)imidazo[1,2-a]pyridine BrC=1C=2N(C=CC1C)C=C(N2)C(F)(F)F